5-bromo-1-methyl-1H-pyrrole-3-carboxylic acid BrC1=CC(=CN1C)C(=O)O